(S)-1-(4-((4-(3-((2-(1-hydroxyethyl)-1H-imidazol-1-yl)methyl)isoxazol-5-yl)phenyl)ethynyl)phenyl)piperidin-4-ol O[C@@H](C)C=1N(C=CN1)CC1=NOC(=C1)C1=CC=C(C=C1)C#CC1=CC=C(C=C1)N1CCC(CC1)O